N-[[1-(5-Chloro-1,3-benzoxazol-2-yl)-4-piperidyl]methyl]pyrrolidine-3-carboxamide 2,2,2-trifluoroacetic acid salt FC(C(=O)O)(F)F.ClC=1C=CC2=C(N=C(O2)N2CCC(CC2)CNC(=O)C2CNCC2)C1